3,4-dibromo-5-chloro-thiophene-2-sulfonyl chloride BrC1=C(SC(=C1Br)Cl)S(=O)(=O)Cl